CC=1N=C(SC1C)NC(=O)C=1C=C(C=CC1C)N(CCCC(=O)O)CC1=CC=C(C=C1)OC 4-((3-((4,5-Dimethylthiazol-2-yl)carbamoyl)-4-methylphenyl)(4-methoxybenzyl)amino)butanoic acid